COC1=C(C=CC(=C1)OC)C1=NC2=C(N1C(C(=O)O)CCCC)C=CC=C2 2-[2-(2,4-dimethoxy-phenyl)-benzoimidazol-1-yl]-hexanoic acid